4-(4-isobutyrylpiperazin-1-yl)-N-(3-methyl-oxetan-3-yl)-1-(5-((methylsulfonyl)methyl)-1,3,4-thiadiazol-2-yl)-1H-indazole-6-sulfonamide C(C(C)C)(=O)N1CCN(CC1)C1=C2C=NN(C2=CC(=C1)S(=O)(=O)NC1(COC1)C)C=1SC(=NN1)CS(=O)(=O)C